2-chloro-N-[2-(methylamino)ethyl]-N-[1-(4-nitrophenyl)ethyl]acetamide hydrogen chloride Cl.ClCC(=O)N(C(C)C1=CC=C(C=C1)[N+](=O)[O-])CCNC